C(C)(C)(C)OC(=O)N[C@H](CC(N(C)C)=O)C(=O)O N2-(tert-butoxycarbonyl)-N4,N4-dimethyl-D-asparagine